sodium bissulfite S(=O)([O-])[O-].S(=O)([O-])[O-].[Na+].[Na+].[Na+].[Na+]